7,8-DIHYDROXY-4-OXO-4H-CHROMENE-3-CARBALDEHYDE OC1=CC=C2C(C(=COC2=C1O)C=O)=O